1-(2-pyridyl)-2-thiourea N1=C(C=CC=C1)NC(=S)N